2-(2,6-diazaspiro[3.3]heptan-2-yl)-5-[5-[(1R)-1-(3,5-dichloro-4-pyridyl)-ethoxy]-6-methoxy-1H-indazol-3-yl]pyridine-3-carbonitrile C1N(CC12CNC2)C2=NC=C(C=C2C#N)C2=NNC1=CC(=C(C=C21)O[C@H](C)C2=C(C=NC=C2Cl)Cl)OC